C(#N)C=1C=C(C=CC1)C1=NC(=CC=C1C(=O)NC)N1C=NC2=C1C=C(C(=C2)OC)OC 2-(3-Cyanophenyl)-6-(5,6-dimethoxybenzimidazol-1-yl)-N-methyl-pyridine-3-carboxamide